C(C1=C(C(=CC(=C1)C(C)(C)CC(C)(C)C)N1N=C2C(=N1)C=CC(=C2)Cl)O)C2=C(C(=CC(=C2)C(C)(C)CC(C)(C)C)N2N=C1C(=N2)C=CC(=C1)Cl)O 2,2'-methylenebis[6-(5-chloro-2H-benzotriazol-2-yl)-4-tert-octylphenol]